O[C@@H]1CN(CC[C@H]1[C@H]1N2C(C3=CC=CC=C13)=CN=C2)S(=O)(=O)N (3S,4S)-3-hydroxy-4-((R)-5H-imidazo[5,1-a]isoindol-5-yl)piperidine-1-sulfonamide